C(CCCCCCC\C=C/CCCCCCCC)(=O)[O-].C(CCCCCCC\C=C/CCCCCCCC)(=O)[O-].C(CCCCCCC\C=C/CCCCCCCC)(=O)[O-].C(CCCCCCC\C=C/CCCCCCCC)(=O)[O-].[Ti+4] titanium tetrakis(oleate)